C[C@@H]1N(C[C@@H](N(C1)C1=CC=NC2=CC(=CC=C12)C(F)(F)F)C)C1=CC(N(C=2C=CC(=NC12)C#N)C)=O |&1:4| 8-((2S,SR)-2,5-dimethyl-4-(7-(trifluoromethyl)quinolin-4-yl)piperazin-1-yl)-5-methyl-6-oxo-5,6-dihydro-1,5-naphthyridine-2-carbonitrile